5-phenyl-1,3-benzenedihydrazide C1(=CC=CC=C1)C=1C=C(C=C(C1)C(=O)NN)C(=O)NN